2-(4-(tert-butyl)phenyl)isonicotinic acid methyl ester COC(C1=CC(=NC=C1)C1=CC=C(C=C1)C(C)(C)C)=O